BrC=1C(=C(C(=C2C1C(=O)OC2=O)Br)Br)Br tetrabromophthalic acid, anhydride